6-methyl-4,7-dihydro-3H-oxathiepine 2,2-dioxide CC1=CCCS(OC1)(=O)=O